BrC1=CC=C(C=C1)/C=C/C(=O)C1=CC=CC=C1 (E)-3-(4-bromophenyl)-1-phenylprop-2-en-1-one